O=C1N(C(C2=CC=CC=C12)=O)N(C(ON1N=NC2=C1C=CC=C2)=O)CC2=CC=C(C=C2)O.C2(=CC=CC1=CC=CC=C21)NCCN N-(1-Naphthyl) Ethylenediamine 1H-benzo[d][1,2,3]triazol-1-yl (1,3-dioxoisoindolin-2-yl)(4-hydroxybenzyl)carbamate